5-({5-[(1S,3R)-3-{[dimethyl(2-methylprop-2-yl)silyl]oxy}cyclopentyl]-2-(2-methylprop-2-yl)pyrazol-3-yl}amino)-2,3-dihydro-1H-indene-1-carbonitrile C[Si](O[C@H]1C[C@H](CC1)C=1C=C(N(N1)C(C)(C)C)NC=1C=C2CCC(C2=CC1)C#N)(C(C)(C)C)C